7-isobutyramido-N-(quinolin-3-yl)heptanamide C(C(C)C)(=O)NCCCCCCC(=O)NC=1C=NC2=CC=CC=C2C1